4-(tert-butyl)pyrido[3,4-d]pyrimidin-4-amine C(C)(C)(C)C1(C2=C(N=CN1)C=NC=C2)N